N1(N=NN=C1)C[C@H](C)OC=1C=C(C=CC1F)C=1C=CC=2N(N1)C(=CN2)C2=C(C#N)C(=CC=N2)OC (S)-2-(6-(3-((1-(1H-tetrazol-1-yl)propan-2-yl)oxy)-4-fluorophenyl)imidazo[1,2-b]pyridazin-3-yl)-4-methoxynicotinonitrile